ClC=1C=CC(=C2C=NN(C12)C)OC1=CC=C(C=C1)S(=O)(=O)NC=1SC=NN1 4-((7-chloro-1-methyl-1H-indazol-4-yl)oxy)-N-(1,3,4-thiadiazol-2-yl)benzene-sulfonamide